4-[(4,6-dichloro-3-quinolyl)sulfonyl]thiomorpholine ClC1=C(C=NC2=CC=C(C=C12)Cl)S(=O)(=O)N1CCSCC1